FC1(C2(CC(C1)C2)C(=O)O)F 2,2-difluoro-bicyclo[2.1.1]hexanecarboxylic acid